N(=[N+]=[N-])CCOCCOCCOCC1CC(C1)NC(OC(C)(C)C)=O tert-butyl ((1R,3R)-3-((2-(2-(2-azidoethoxy)ethoxy)ethoxy)methyl) cyclobutyl)carbamate